ethyl (S)-3-(3-(4-hydroxy-1,5-dimethyl-2-oxo-1,2-dihydropyridin-3-yl)ureido)-3-(3-(2-methyl benzyl)phenyl)propanoate OC1=C(C(N(C=C1C)C)=O)NC(N[C@@H](CC(=O)OCC)C1=CC(=CC=C1)CC1=C(C=CC=C1)C)=O